Cl.C(#CCCC)N pentyne-1-amine hydrochloride